9,10-bis(1H-pyrazol-4-yl)anthracene N1N=CC(=C1)C=1C2=CC=CC=C2C(=C2C=CC=CC12)C=1C=NNC1